C(C)(C)(C)OC(=O)N[C@H]1CCC[C@@H]2N(C1=O)[C@@H](CC2)C(=O)OCC2=CC=CC=C2 Benzyl (3S,6S,9aS)-6-((tert-butoxycarbonyl)amino)-5-oxooctahydro-1H-pyrrolo[1,2-a]azepine-3-carboxylate